C(C)OC(C[C@@H]1CC[C@H](CC1)NC1=C2C(=NC=C1N)C=CS2)=O.ClC2=CC=CC=1C(=C(OC12)CC)C(=O)C1=CC(=C(C(=C1)Br)O)Br (7-chloro-2-ethylbenzofuran-3-yl)(3,5-dibromo-4-hydroxyphenyl)methanone Ethyl-{trans-4-[(6-aminothieno[3,2-b]pyridin-7-yl)amino]cyclohexyl}acetate